C(C)N1CCN(CC1)C1=NC=C(C(=C1)C(C)=O)[N+](=O)[O-] 1-(2-(4-ethylpiperazin-1-yl)-5-nitropyridin-4-yl)ethan-1-one